C(#N)C=1C=C2CCC(=CC2=C(C1)F)OS(=O)(=O)C(F)(F)F Trifluoromethanesulfonic acid 6-cyano-8-fluoro-3,4-dihydronaphthalen-2-yl ester